C(CCCCCCCCCCC)(=O)OCCCCCNCCCCCCC(=O)O.C(CCCCCCC)C(C(=O)O)CCCCCCCC 2-octyldecanoic acid 7-(5-dodecanoyloxy-pentylamino)heptanoate